allyl (S)-2-((((9H-fluoren-9-yl)methoxy)carbonyl)amino)-3-(2-(bis(tert-butoxycarbonyl)amino) pyrimidin-5-yl)propanoate C1=CC=CC=2C3=CC=CC=C3C(C12)COC(=O)N[C@H](C(=O)OCC=C)CC=1C=NC(=NC1)N(C(=O)OC(C)(C)C)C(=O)OC(C)(C)C